2-[[4-cyclopropyl-5-(2,5-dichlorophenyl)imidazol-1-yl]methoxy]ethyl-trimethyl-silane C1(CC1)C=1N=CN(C1C1=C(C=CC(=C1)Cl)Cl)COCC[Si](C)(C)C